(6-([1,1'-biphenyl]-3-ylmethyl)-5-isobutyryl-5-azaspiro[2.4]heptan-7-yl)ethanesulfonamide C1(=CC(=CC=C1)CC1N(CC2(CC2)C1C(C)S(=O)(=O)N)C(C(C)C)=O)C1=CC=CC=C1